C1(CC1)NC1CCN(CC1)C=1C(=C(C=CC1)C1=CC=CC=C1)C N-cyclopropyl-1-(2-methylbiphenyl-3-yl)piperidin-4-amine